BrC=1N=C(SC1SC(C)C)NN 4-bromo-2-hydrazino-5-(isopropylthio)thiazole